ClC1=NC=C(C(=C1)C1=C(C=NC(=C1)C)C(=O)NC=1SC2=C(C=NC(=C2)N2CCC(CC2)NS(=O)(=O)C)N1)OC 2'-chloro-5'-methoxy-6-methyl-N-(6-(4-(methylsulfonamido)piperidin-1-yl)thiazolo[4,5-c]pyridin-2-yl)-[4,4'-bipyridine]-3-carboxamide